N-{[(2S,6R)-2,6-Dimethyltetrahydropyran-4-yl]thiocarbamoyl}carbamic acid tert-butyl ester C(C)(C)(C)OC(NC(NC1C[C@@H](O[C@@H](C1)C)C)=S)=O